5-butyl-N-methylpicolinamide C(CCC)C=1C=CC(=NC1)C(=O)NC